ClC=1C(=NC=C(C1)C(F)(F)F)N1C(SC2=C1C=C(C=C2)OC)=O (3-chloro-5-(trifluoromethyl)pyridin-2-yl)-5-methoxybenzothiazol-2(3H)-one